O=C1[C@H]2CN([C@@H](C1)C2)C(=O)OC(C)(C)C tert-butyl (1R,4R)-5-oxo-2-azabicyclo[2.2.1]heptane-2-carboxylate